propenyl-pyridine C(=CC)C1=NC=CC=C1